FC1=C(C=CC(=C1)F)C#CC1=NNC2=NC(=C(N=C21)CF)N2CCC1([C@@H]([C@@H](OC1)C)N)CC2 (3S,4S)-8-(3-((2,4-difluorophenyl)ethynyl)-5-(fluoromethyl)-1H-pyrazolo[3,4-b]pyrazin-6-yl)-3-methyl-2-oxa-8-azaspiro[4.5]decan-4-amine